1-(2-{[(tert-butyldimethylsilyl)oxy]methyl}-4-fluorophenyl)-3-chloro-1H-pyrazole [Si](C)(C)(C(C)(C)C)OCC1=C(C=CC(=C1)F)N1N=C(C=C1)Cl